benzyl 7-cyclopropyl-6-oxo-3-oxa-7,9-diazabicyclo[3.3.1]nonane-9-carboxylate C1(CC1)N1C(C2COCC(C1)N2C(=O)OCC2=CC=CC=C2)=O